1-(1H-indol-4-yl)-5-(trifluoromethyl)-N-[2-(trifluoromethyl)-4-pyridinyl]pyrazole-4-carboxamide N1C=CC2=C(C=CC=C12)N1N=CC(=C1C(F)(F)F)C(=O)NC1=CC(=NC=C1)C(F)(F)F